2-ethenyl-N-(4-phenoxyphenyl)pyrimidin-4-amine C(=C)C1=NC=CC(=N1)NC1=CC=C(C=C1)OC1=CC=CC=C1